COC1=CC=C(C=C1)C(OC[C@@]1(CN(C[C@@H](O1)N1C(NC(C(=C1)C)=O)=O)C(C)C)COP(OCCC#N)N(C(C)C)C(C)C)(C1=CC=CC=C1)C1=CC=C(C=C1)OC 3-[[(2S,6R)-2-[[bis(4-methoxyphenyl)-phenyl-methoxy]methyl]-4-isopropyl-6-(5-methyl-2,4-dioxo-pyrimidin-1-yl)morpholin-2-yl]methoxy-(diisopropylamino)phosphanyl]oxy-propanenitrile